5-(5-(1H-pyrazol-4-yl)-1,3,4-oxadiazol-2-yl)-2-(isopropyl-amino)benzonitrile N1N=CC(=C1)C1=NN=C(O1)C=1C=CC(=C(C#N)C1)NC(C)C